C1(CC1)C=1C=NN2C1N=C(C=C2NCC2=CC=C(C=C2)C2=NC=CC=C2)N(C)C[C@@H]2[C@H](CNCC2)O (3R,4R)-4-(((3-cyclopropyl-7-((4-(pyridin-2-yl)benzyl)amino)pyrazolo[1,5-a]pyrimidin-5-yl)(methyl)amino)methyl)piperidin-3-ol